[Br-].C(=O)(O)CCCCC[N+]1=C(C(C=2C3=C(C=CC12)C=CC=C3)(C)C)\C=C\C=C\C=C/3\N(C=1C=CC2=C(C1C3(C)C)C=CC=C2)CCCCCC(=O)O 3-(5-carboxypentyl)-2-((1E,3E,5E)-5-(3-(5-carboxypentyl)-1,1-dimethyl-1,3-dihydro-2H-benzo[e]indol-2-ylidene)penta-1,3-dien-1-yl)-1,1-dimethyl-1H-benzo[e]indol-3-ium bromide